3-(1-(5-fluoro-6-methylpyridin-2-yl)-1H-imidazol-2-yl)-2-(6-methyl-4-(trifluoromethyl)pyridin-2-yl)hexahydrocyclopenta[c]pyrrol-1(2H)-one FC=1C=CC(=NC1C)N1C(=NC=C1)C1C2C(C(N1C1=NC(=CC(=C1)C(F)(F)F)C)=O)CCC2